1-chloro-4-fluoro-3-methylisoquinoline ClC1=NC(=C(C2=CC=CC=C12)F)C